OC(CN(CC(CCCCCCCC)O)CCCCCO)CCCCCCCC 1-[(2-hydroxydecyl)(5-hydroxypentyl)amino]decan-2-ol